2-(4-(2,3,4-trimethoxybenzyl)piperazin-1-yl)ethan COC1=C(CN2CCN(CC2)CC)C=CC(=C1OC)OC